Cl.C12CC(CC(CC1)N2)C=2C=C1CN(C(C1=CC2)=O)N2C(CCCC2=O)=O (5-(8-azabicyclo[3.2.1]oct-3-yl)-1-oxoisoindolin-2-yl)piperidine-2,6-dione hydrochloride